C[C@H]1[C@H]2[C@@H](C[C@@]3([C@@]2(CC(=O)[C@@]4([C@H]3CC=C5[C@H]4C=C(C(=O)C5(C)C)O[C@H]6[C@@H]([C@H]([C@@H]([C@H](O6)CO)O)O)O)C)C)C)O[C@@]7([C@]1(OC(C7)(C)C)O)O The molecule is a triterpenoid saponin of the class of cucurbitane glycosides isolated from the roots of Machilus yaoshansis. It has a role as a plant metabolite. It is a triterpenoid saponin, a hexacyclic triterpenoid, a beta-D-glucoside and a monosaccharide derivative.